C(OC1=CC=CC(=N1)N)([2H])([2H])[2H] 6-(methoxy-d3)pyridin-2-amine